N-[4-(3-cyanophenyl)-5-(2,6-dimethyl-4-pyridyl)thiazol-2-yl]-2-oxo-1-oxa-3,8-diazaspiro[4.5]decane-8-carboxamide C(#N)C=1C=C(C=CC1)C=1N=C(SC1C1=CC(=NC(=C1)C)C)NC(=O)N1CCC2(CNC(O2)=O)CC1